ClC1=C(C=CC(=C1)[N+](=O)[O-])C1=NN=C(S1)N 5-(2-chloro-4-nitrophenyl)-1,3,4-thiadiazol-2-amine